N-cyclobutyl-2-(2-fluorophenyl)-6-methyl-7-toluenesulfonyl-7H-pyrrolo[2,3-d]pyrimidin-4-amine C1(CCC1)NC=1C2=C(N=C(N1)C1=C(C=CC=C1)F)N(C(=C2)C)S(=O)(=O)CC2=CC=CC=C2